OC1=CC=C(CCNC=O)C=C1 N-(4-hydroxyphenethyl)formamide